ClC=1C=C2C(=C3C4(NC(NC13)=O)CCCCC4)OC(=C2)CN(C(C)C)CC 5'-chloro-2'-{[ethyl(propan-2-yl)amino]methyl}-7',8'-dihydro-6'H-spiro[cyclohexane-1,9'-furo[2,3-f]quinazoline]-7'-one